(2S,4r)-N-{(1S)-1-cyano-2-[(3S)-2-oxopyrrolidin-3-yl]ethyl}-4-methyl-1-[3-methyl-N-(trifluoroacetyl)-L-valyl]piperidine-2-carboxamide C(#N)[C@H](C[C@H]1C(NCC1)=O)NC(=O)[C@H]1N(CC[C@H](C1)C)C([C@@H](NC(C(F)(F)F)=O)C(C)(C)C)=O